2,3-dimethylbutadiene CC(=C)C(=C)C